(3R)-N-tert-butyl-1-{6-[2-(methoxymethoxy)-4-(6-methoxypyrimidin-4-yl)phenyl]pyridazin-3-yl}pyrrolidin-3-amine C(C)(C)(C)N[C@H]1CN(CC1)C=1N=NC(=CC1)C1=C(C=C(C=C1)C1=NC=NC(=C1)OC)OCOC